ClC=1C(=NC(=NC1)NC1=C(C=C(C=C1)N1CCN(CC1)C(CCCCCNC1=C2CN(C(C2=CC=C1)=O)C1C(NC(CC1)=O)=O)=O)OC)NC1=C(C=CC=C1)P(=O)(C)C 3-(4-((6-(4-(4-((5-chloro-4-((2-(dimethylphosphoryl)phenyl)amino)pyrimidin-2-yl)amino)-3-methoxyphenyl)piperazin-1-yl)-6-oxohexyl)amino)-1-oxoisoindolin-2-yl)piperidine-2,6-dione